C(C)(=O)OCC=CCCOC(C)=O pent-2-ene-1,5-diyl diacetate